OC(C(=O)O[C@H]1CC[C@@]2(C3CC[C@@]4([C@H](CCC4C3CC=C2C1)[C@@H](C)CCCC(C)C)C)C)[C@@H](C(O)O)O (2S,3S)-((3S,10R,13R,17R)-10,13-dimethyl-17-((R)-6-methylheptan-2-yl)-2,3,4,7,8,9,10,11,12,13,14,15,16,17-tetradecahydro-1H-cyclopenta[a]phenanthren-3-yl) 2,3,4,4-tetrahydroxybutanoate